bis[(4,5-dihydro-1H-imidazol-2-yl)hydrazine] dihydrochloride Cl.Cl.N1C(=NCC1)NN.N1C(=NCC1)NN